dimethyl-2-thioxo-1-p-tolyl-imidazolidin CC1N(C(N(C1)C1=CC=C(C=C1)C)=S)C